CCC(CCCCC)OC1CO1 3-octoxyethyleneoxide